ClC1=CC(=CC(=N1)NC1CCC(CC1)(F)F)C 6-chloro-N-(4,4-difluorocyclohexyl)-4-methylpyridin-2-amine